2-ethoxy-3-fluoro-4-((pyrrolidin-1-ylsulfonyl)carbamoyl)benzoic acid C(C)OC1=C(C(=O)O)C=CC(=C1F)C(NS(=O)(=O)N1CCCC1)=O